FC(OC1=C(C=C(C(=C1)N(C)CCN(C)C)N)NC1=NC=NC(=N1)N1CC(C2=NC(=CC=C21)C)(C)C)F 5-(difluoromethoxy)-N1-(2-(dimethylamino)ethyl)-N1-methyl-N4-(4-(3,3,5-trimethyl-2,3-dihydro-1H-pyrrolo[3,2-b]pyridin-1-yl)-1,3,5-triazin-2-yl)benzene-1,2,4-triamine